CN1N=C(C2=CC=C(C=C12)N1CC2(C1)CCNCC2)N2C(NC(CC2)=O)=O 1-(1-methyl-6-(2,7-diazaspiro[3.5]non-2-yl)-1H-indazol-3-yl)dihydropyrimidine-2,4(1H,3H)-dione